O=C1OC(C2=C1C=CC=C2)(C2=C(C=C(C(=C2)C)OC=2C=C(C(=CC2)C(=O)O)C(=O)O)C)C2=C(C=C(C(=C2)C)OC=2C=C(C(=CC2)C(=O)O)C(=O)O)C 4,4'-[(3-oxo-1,3-dihydro-2-benzofuran-1,1-diyl)bis(1,4-xylene-2,5-diyloxy)]dibenzene-1,2-Dicarboxylic acid